4-(4-acryloylpiperazin-1-yl)-6-chloro-8-fluoro-7-(3-hydroxynaphthalen-1-yl)quinoline-3-carbonitrile C(C=C)(=O)N1CCN(CC1)C1=C(C=NC2=C(C(=C(C=C12)Cl)C1=CC(=CC2=CC=CC=C12)O)F)C#N